(R)-N-((S)-1-amino-1-oxo-butan-2-yl)-3-(chloromethyl)hexanamide NC([C@H](CC)NC(C[C@@H](CCC)CCl)=O)=O